O1CCC(CC1)=CC(=O)O oxan-4-ylideneacetic acid